ethyl 4-cyano-6-[[(2R)-2-(dimethylamino)propanoyl]amino]-2-hydroxy-indane-2-carboxylate C(#N)C1=C2CC(CC2=CC(=C1)NC([C@@H](C)N(C)C)=O)(C(=O)OCC)O